isopropyl 6-diazo-2-(((1-((3-methylbutanoyl) oxy) ethoxy) carbonyl) amino)-5-oxohexanoate [N+](=[N-])=CC(CCC(C(=O)OC(C)C)NC(=O)OC(C)OC(CC(C)C)=O)=O